C1(CCCCC1)C(=O)NC=1SC2=C(N1)C=CC=C2C=2C=CC(=C(C2)C2=CC=C(O2)P(O)(O)=O)OC (5-(5-(2-(cyclohexanecarboxamido)benzo[d]thiazol-7-yl)-2-methoxyphenyl)furan-2-yl)phosphonic acid